O=C1NC(CCC1N1C(C2=CC(=C(C=C2C1=O)N1CCC(CC1)C=O)F)=O)=O 1-(2-(2,6-Dioxopiperidin-3-yl)-6-fluoro-1,3-dioxoisoindolin-5-yl)piperidine-4-carbaldehyde